O.Cl.N1N=CC(=C1)C=1C=CC(=C(C1)O)C=1N=NC(=CC1)OC1CC(NC(C1)(C)C)(C)C 5-(1H-Pyrazol-4-yl)-2-{6-[(2,2,6,6-tetramethylpiperidin-4-yl)oxy]pyridazin-3-yl}phenol hydrochloride monohydrate